1-(2-benzoylaminoacetyl)piperidine-4-carboxylic acid C(C1=CC=CC=C1)(=O)NCC(=O)N1CCC(CC1)C(=O)O